tri(iso-octyl) cyclohexane-1,3,5-tripropionate C1(CC(CC(C1)CCC(=O)OCCCCCC(C)C)CCC(=O)OCCCCCC(C)C)CCC(=O)OCCCCCC(C)C